(S)-quinuclidin-3-yl ((R)-5-(2-fluoro-4-methoxyphenyl)-2,2-dimethyl-2,3-dihydro-1H-inden-1-yl)carbamate FC1=C(C=CC(=C1)OC)C=1C=C2CC([C@H](C2=CC1)NC(O[C@@H]1CN2CCC1CC2)=O)(C)C